(4-{[2-(cyclopropanecarboxamido)pyridin-4-yl]oxy}-3-fluorophenyl)-1-(2-chloro-4-fluorophenyl)-1H-imidazole-4-carboxamide C1(CC1)C(=O)NC1=NC=CC(=C1)OC1=C(C=C(C=C1)C=1N(C=C(N1)C(=O)N)C1=C(C=C(C=C1)F)Cl)F